3-(2-(4-((3-(1H-imidazol-1-yl)benzyl)(3-methoxybenzyl)amino)benzyloxy)ethoxy)-N,N-dimethylaniline N1(C=NC=C1)C=1C=C(CN(C2=CC=C(COCCOC=3C=C(N(C)C)C=CC3)C=C2)CC2=CC(=CC=C2)OC)C=CC1